5-bromo-2-chloro-N-cyclopropyl-N-(1-(oxetan-2-yl)ethyl)nicotinamide BrC=1C=NC(=C(C(=O)N(C(C)C2OCC2)C2CC2)C1)Cl